C(CCCCCCCCCCCCCCS)S pentadecane-1,15-dithiol